ClC=1C(=NC(=NC1)NC1=C(C=C(C=C1)N1C[C@H](N([C@H](C1)C)C)C)OC(F)F)NC=1SC=CC1C(=O)N 2-((5-chloro-2-((2-(difluorometh-oxy)-4-((3R,5S)-3,4,5-trimethyl-piperazin-1-yl)phenyl)amino)-pyrimidin-4-yl)amino)thiophene-3-carboxamide